O1C(CC2=C1C=CC=C2)C2=NC1=C(N2)C=C(C=C1)C1=CN=CO1 2-(2,3-dihydro-1-benzofuran-2-yl)-6-(1,3-oxazol-5-yl)-1H-1,3-benzodiazole